C1(CC1)C1(OCC=2C=NC(=CC21)C(=O)N[C@@H]2C(N(C=1N(CC2)N=C(C1)C)C)=O)C 1-cyclopropyl-N-((S)-2,4-dimethyl-5-oxo-5,6,7,8-tetrahydro-4H-pyrazolo[1,5-a][1,3]diazepin-6-yl)-1-methyl-1,3-dihydrofuro[3,4-c]pyridine-6-carboxamide